CC(CC(C1=NN=NN1)NC1=CC=NC=C1)C N-(3-methyl-1-(1H-tetrazol-5-yl)butyl)pyridin-4-amine